C1(CC1)NS(=O)(=O)NC1=NC=CC(=C1)CN1CCN(CC1)C=1C=CC(=NC1)C(=O)NC 5-(4-((2-((N-cyclopropylsulfamoyl)amino)pyridin-4-yl)methyl)piperazin-1-yl)-N-methylpicolinamide